FC(C1=NC=CC=C1C1=NC=C2NC(N(C2=N1)CC1=CC=C(C=C1)C=1N(C=C(N1)C(F)(F)F)C)=O)F 2-(2-(difluoromethyl)pyridin-3-yl)-9-(4-(1-methyl-4-(trifluoromethyl)-1H-imidazol-2-yl)benzyl)-7,9-dihydro-8H-purin-8-one